C(C)(=O)C=1C=CC(=C(C1)S(=O)N)OC 5-acetyl-2-methoxybenzenesulfinamide